(+/-)-[2-{3,5-difluoro-4-[(1H-pyrrolo[2,3-b]pyridin-4-yl)oxy]anilino}-5-(propan-2-yl)-5,6-dihydro-4H-1,3-oxazin-5-yl]methanol FC=1C=C(NC=2OC[C@@](CN2)(C(C)C)CO)C=C(C1OC1=C2C(=NC=C1)NC=C2)F |r|